CCCCCCCCCCCCCC[C@H]([C@H]([C@H](CO[C@@H]1[C@@H]([C@H]([C@H]([C@H](O1)CO)O)O)O)NC(=O)CCCCCC2=CC=C(C=C2)C(F)(F)F)O)O The molecule is a glycophytoceramide having an alpha-D-galactopyranosyl residue at the O-1 position and a 6-(4-trifluoromethyl)hexanoyl group attached to the nitrogen. It derives from an alpha-D-galactose.